O=C(CCS(=O)(=O)F)C(CC(C=C)=O)C 3,6-dioxo-4-methyl-7-octenesulfonyl fluoride